O(CCC)C(O)C(O)CO propoxyl-glycerin